C(#N)N=C(NC1=CC=C(C=C1)OCC)NCCCN1C=NC(=C1)C 2-cyano(4-ethoxyphenyl)-3-(3-(4-methyl-1H-imidazol-1-yl)propyl)guanidine